1-acetoxy-4-hydroxybutane C(C)(=O)OCCCCO